O[C@@H](CC=C)[C@@H]1N(C(OC1)(C)C)C(=O)OC(C)(C)C tert-butyl (4R)-4-[(1S)-1-hydroxybut-3-enyl]-2,2-dimethyl-oxazolidine-3-carboxylate